1-(1-(4-(3-hydroxyoxetan-3-yl)benzoyl)piperidin-4-yl)-3-(4-(trifluoromethyl)phenyl)urea OC1(COC1)C1=CC=C(C(=O)N2CCC(CC2)NC(=O)NC2=CC=C(C=C2)C(F)(F)F)C=C1